ClC=1C(=C2C(=NC1C)CN(C2)C(=O)[C@H]2CN(CC2)C=2C=NC(=CC2)OC)C (3-chloro-2,4-dimethyl-5,7-dihydropyrrolo[3,4-b]pyridin-6-yl)-[(3R)-1-(6-methoxy-3-pyridyl)pyrrolidin-3-yl]methanone